O1C=CC=2C(=NC=CC21)C2=CC=C(C(=O)N[C@H]1CN(CCOC1)C1=NC=CC=N1)C=C2 (S)-4-(furo[3,2-c]pyridin-4-yl)-N-[4-(pyrimidin-2-yl)-1,4-oxaazepan-6-yl]benzamide